ONC(=O)C1=NC=C(C=C1)OC N-hydroxy-5-methoxy-2-pyridinecarboxamide